CN(C/C=C/C(=O)N1CC(C1)(F)COC(=O)N1CCC(CC1)NC1=CC(=NC=2N1N=CC2C(C)C)C2CCOCC2)C 4-((3-isopropyl-5-(tetrahydro-2H-pyran-4-yl)pyrazolo[1,5-a]pyrimidin-7-yl)amino)piperidine-1-carboxylic acid (E)-(1-(4-(dimethylamino)but-2-enoyl)-3-fluoroazetidine-3-yl)methyl ester